8-chloro-3-(5-(difluoromethyl)-1,3,4-thiadiazol-2-yl)-N-(3-methyloxetan-3-yl)-imidazo[1,5-a]-pyridine-6-sulfonamide ClC=1C=2N(C=C(C1)S(=O)(=O)NC1(COC1)C)C(=NC2)C=2SC(=NN2)C(F)F